Cl.Cl.Cl.FC1=C2C=C(N=NC2=CC(=C1)C=1C=C(C=2N(N1)C=C(N2)C)C#N)C2CCN(CC2)CCF 6-{5-Fluoro-3-[1-(2-fluoroethyl)piperidin-4-yl]cinnolin-7-yl}-2-methylimidazo[1,2-b]pyridazine-8-carbonitrile tri-hydrochloride